tert-butyl (2S,6R)-4-(2-amino-4-bromo-5-fluorophenyl)-2,6-dimethylpiperazine-1-carboxylate NC1=C(C=C(C(=C1)Br)F)N1C[C@@H](N([C@@H](C1)C)C(=O)OC(C)(C)C)C